3-iodo-5-(2-methylpyrimidin-5-yl)-1H-indazole-6-carboxylic acid IC1=NNC2=CC(=C(C=C12)C=1C=NC(=NC1)C)C(=O)O